C(#N)CC(CN1CCN(CC1)C(=O)C1=C(C=C(C#N)C=C1)F)N1C=C(C=C1)C=1C2=C(N=CN1)NC=C2 4-[(4-{3-cyano-2-[3-(7H-pyrrolo-[2,3-d]pyrimidin-4-yl)-1H-pyrrol-1-yl]propyl}-piperazin-1-yl)-carbonyl]-3-fluorobenzonitrile